C(C)(=O)C=1C(C(=C(NC1C)C)C(=O)OCC=1C=C(C=NC1)C1=CC=NC=C1)C1=CSC2=NC=CC=C21 [3,4'-Bipyridin]-5-ylmethyl 5-acetyl-2,6-dimethyl-4-(thieno[2,3-b]pyridin-3-yl)-1,4-dihydropyridin-3-carboxylat